Methyl 2-(2-fluoro-4-(2-phenyl-2,3-dihydrobenzofuran-7-yl) benzyl)-1-(2-methoxyethyl)-1H-benzo[d]imidazole-6-carboxylate FC1=C(CC2=NC3=C(N2CCOC)C=C(C=C3)C(=O)OC)C=CC(=C1)C1=CC=CC=3CC(OC31)C3=CC=CC=C3